O1C[C@@H](CC1)NC=1N=C2C(=NC1)NC=C2C2CCN(CC2)C(=O)C2=CC=C(C=C2)OC(F)(F)F |r| (rac)-[4-[2-[[tetrahydrofuran-3-yl]amino]-5H-pyrrolo[2,3-b]pyrazin-7-yl]-1-piperidyl]-[4-(trifluoromethoxy)phenyl]methanone